ClC1=C(C=C2C=C(N=CC2=C1)NC(=O)C1CC(C1)C1=NC=CC=C1)C1CCN(CC1)[C@@]1(COC[C@@H]1O)C (1S,3S)-N-(7-chloro-6-(1-((3R,4R)-4-hydroxy-3-methyltetrahydrofuran-3-yl)piperidin-4-yl)isoquinolin-3-yl)-3-(pyridin-2-yl)cyclobutane-1-carboxamide